2-(3-methyl-2-(tetrahydro-2H-pyran-4-yl)-1H-indol-5-yl)-N-(4-methylpyrimidin-5-yl)acetamide CC1=C(NC2=CC=C(C=C12)CC(=O)NC=1C(=NC=NC1)C)C1CCOCC1